C1(C=CC=C1)CCC[Si](OC)(OC)OC (3-cyclopentadienylpropyl)trimethoxysilane